tert-butyl (2R,5S)-5-ethyl-2-(1H-pyrazol-4-yl)piperidine-1-carboxylate C(C)[C@H]1CC[C@@H](N(C1)C(=O)OC(C)(C)C)C=1C=NNC1